(+/-)-tert-butyl (3S,4R)-4-((2-(2-((((9H-fluoren-9-yl)methoxy)carbonyl)glycyl)hydrazine-1-carbonyl)-1-(2,2,2-trifluoroethyl)-1H-indol-4-yl)amino)-3-fluoropiperidine-1-carboxylate C1=CC=CC=2C3=CC=CC=C3C(C12)COC(=O)NCC(=O)NNC(=O)C=1N(C2=CC=CC(=C2C1)N[C@H]1[C@H](CN(CC1)C(=O)OC(C)(C)C)F)CC(F)(F)F |r|